C(C)N1CC2(CN(C2)C=2C=CC(=NC2)NC2=NC3=C(C=CC=C3C=N2)N2CC3(C2)CC(C3)O)C1 2-(2-((5-(6-ethyl-2,6-diazaspiro[3.3]heptan-2-yl)pyridin-2-yl)amino)quinazolin-8-yl)-2-azaspiro[3.3]heptan-6-ol